N(=C=O)CC=1SC(=CC1)CN=C=O 2,5-bis(isocyanatomethyl)thiophene